methyl (E)-8-[4-amino-1-[(1R,3R)-3-(tert-butoxycarbonylamino) cyclohexyl]-3-[4-[[4-(trifluoromethyl)-2-pyridyl]carbamoyl]phenyl]pyrazolo[4,3-c]pyridin-7-yl]oct-7-enoate NC1=NC=C(C2=C1C(=NN2[C@H]2C[C@@H](CCC2)NC(=O)OC(C)(C)C)C2=CC=C(C=C2)C(NC2=NC=CC(=C2)C(F)(F)F)=O)/C=C/CCCCCC(=O)OC